C(C)(C)(C)OC(=O)NCC=1C=C(C(=O)O)C=CC1 3-{[(tert-butoxycarbonyl)amino]methyl}benzoic acid